6-(3-Fluoro-5-isobutoxyphenyl)-2-(4-isopropyl-1-piperidyl)-N-(1H-pyrazol-5-ylsulfonyl)pyridin-3-carboxamid FC=1C=C(C=C(C1)OCC(C)C)C1=CC=C(C(=N1)N1CCC(CC1)C(C)C)C(=O)NS(=O)(=O)C1=CC=NN1